2'-bromo-N-(5-chloro-6-(2H-1,2,3-triazol-2-yl)pyridin-3-yl)-4',5-difluoro-2-isobutyl-[1,1'-biphenyl]-4-carboxamide BrC1=C(C=CC(=C1)F)C1=C(C=C(C(=C1)F)C(=O)NC=1C=NC(=C(C1)Cl)N1N=CC=N1)CC(C)C